C(C)(C)N(CCC1=CC=C(C2=CC=CC=C12)O)C 4-(2-(isopropyl(methyl)amino)ethyl)naphthalen-1-ol